COC=1C=C2[C@]3(C(NC2=CC1)=O)[C@@H](C3)C3=CC=C1C(=NNC1=C3)NC=3C(=NC=C(C3)C=3N=COC3)OC (1R,2S)-5'-methoxy-2-(3-{[2-methoxy-5-(1,3-oxazol-4-yl)pyridin-3-yl]amino}-1H-indazol-6-yl)spiro[cyclopropane-1,3'-indol]-2'(1'H)-one